(S)-6-fluoro-7-((4-((2-hydroxy-1-phenylethyl)amino)-5-(1,3,4-oxadiazol-2-yl)pyridin-2-yl)amino)-3,4-dihydro-1H,10H-[1,3,4]oxadiazino[4,3-a]indazol-10-one FC1=C(C=CC=2C(N3N(C12)CCOC3)=O)NC3=NC=C(C(=C3)N[C@H](CO)C3=CC=CC=C3)C=3OC=NN3